C1=CC(=CC=2OC3=C(C21)C=CC=C3)N(C3=CC=C(C=C3)C3=CC2=C(N=C(O2)C2=CC=CC=C2)C=C3)C3=CC=C(C=C3)C3=CC2=C(N=C(O2)C2=CC=CC=C2)C=C3 N-(dibenzofuran-3-yl)-N,N-bis{4-(2-phenyl-benzooxazol-6-yl)-phenyl}-amine